O=C1C(=CN=C(N1CC(=O)O)C1=CC=CC=C1)NC(=O)C=1N=C(OC1)C=1C=NC=CC1 2-(6-oxo-2-phenyl-5-(2-(pyridine-3-yl)oxazole-4-carboxamido)pyrimidin-1(6H)-yl)acetic acid